C(C)(C)(C)OC(=O)N1C2CN(CC1CC2)C2=NC(=NC=1CC(CCC21)C2=CC=CC1=CC=CC(=C21)Br)OCC2(CC2)CN(C)C tert-butyl-3-(7-(8-bromonaphthalen-1-yl)-2-((1-((dimethylamino)methyl)cyclopropyl)methoxy)-5,6,7,8-tetrahydroquinazolin-4-yl)-3,8-diazabicyclo[3.2.1]octane-8-carboxylate